C(#C)C1=CC=C(CN2C(C3=CC=CC=C3C2=O)=O)C=C1 2-(4-ethynylbenzyl)isoindoline-1,3-dione